7,8-Dichloro-1-hydroxy-9-methyl-β-carboline ClC1=CC=C2C=3C=CN=C(C3N(C2=C1Cl)C)O